(S)-N-(1-((4-(1-benzyl-6-oxo-1,6-dihydropyridin-2-yl)-3-fluorophenyl)amino)-1-oxo-3,3-diphenylpropan-2-yl)-1-methyl-1H-pyrazole-5-carboxamide C(C1=CC=CC=C1)N1C(=CC=CC1=O)C1=C(C=C(C=C1)NC([C@H](C(C1=CC=CC=C1)C1=CC=CC=C1)NC(=O)C1=CC=NN1C)=O)F